1,3-bis-ethoxysilylmethyl-1-silacyclopentane C(C)O[SiH2]C[SiH]1CC(CC1)C[SiH2]OCC